tert-Butyl (S)-(1-hydroxy-3-methoxypropan-2-yl)(methyl)carbamate OC[C@@H](COC)N(C(OC(C)(C)C)=O)C